(2E)-3-methoxyprop-2-enoic acid methyl ester COC(\C=C\OC)=O